4-[(2-ethyl-1-benzofuran-3-yl)carbonyl]phenolate C(C)C=1OC2=C(C1C(=O)C1=CC=C(C=C1)[O-])C=CC=C2